[Si](C)(C)(C(C)(C)C)OC(C(C)C)C=1N(C=C(N1)I)C12CC(C1)(C2)N2CCC(CC2)(F)F 1-(3-(2-(1-((tert-butyldimethylsilyl)oxy)-2-methylpropyl)-4-iodo-1H-imidazol-1-yl)bicyclo[1.1.1]pentan-1-yl)-4,4-difluoropiperidine